2-(2,4-dichlorophenyl)cyclobutan-1-one ClC1=C(C=CC(=C1)Cl)C1C(CC1)=O